ClC=1C=C(C=CC1)C=1C=CC=C2C(=C(N=NC12)C(=O)N[C@H]1CCOC2=CC=CC=C12)N(C)C 8-(3-chlorophenyl)-N-[(4S)-3,4-dihydro-2H-chromen-4-yl]-4-(dimethylamino)cinnoline-3-carboxamide